FC=1C=C(C=C(C1)C(F)(F)F)C1=CN(C2=NC=C(C=C21)C2=CC=C(CN1CC(CCC1)O)C=C2)S(=O)(=O)C2=CC=C(C)C=C2 1-(4-(3-(3-fluoro-5-(trifluoromethyl)phenyl)-1-tosyl-1H-pyrrolo[2,3-b]pyridin-5-yl)benzyl)piperidin-3-ol